(R)-N-(1-(6-Chloro-3-isopropyl-4-oxo-2-(tetrahydro-2H-pyran-4-yl)-3,4-dihydroquinazolin-8-yl)ethylidene)-2-methylpropane-2-sulfinamide ClC=1C=C2C(N(C(=NC2=C(C1)C(C)=N[S@](=O)C(C)(C)C)C1CCOCC1)C(C)C)=O